dimethylaminopropyl-acrylamide methyl chloride salt CCl.CN(C)CCCC(C(=O)N)=C